P(=O)(O)(O)O.CC1=CC(=NN1)C DIMETHYL-PYRAZOLE PHOSPHATE